C1(=CC=CC=C1)C=1C=C(C=C(C1)C1=CC=CC=C1)P(I)C1=CC(=CC(=C1)C1=CC=CC=C1)C1=CC=CC=C1 Bis(3,5-diphenylphenyl)iodophosphine